1-(8-Aminochinolin-5-yl)-N-(5-cyano-6-(2H-1,2,3-triazol-2-yl)pyridin-3-yl)-5-(trifluoromethyl)-1H-pyrazol-4-carboxamid NC=1C=CC(=C2C=CC=NC12)N1N=CC(=C1C(F)(F)F)C(=O)NC=1C=NC(=C(C1)C#N)N1N=CC=N1